ClC1=C(C=CC(=C1)C(F)(F)F)C1=CC=C(C=C1)C(=O)NC1=CC(=C(C=C1)O)NS(=O)(=O)CCN1CCOCC1 2'-chloro-N-(4-hydroxy-3-((2-morpholinoethyl)sulfonamido)phenyl)-4'-(trifluoromethyl)-[1,1'-biphenyl]-4-carboxamide